ClC1=CC=C(C=C1)C1C(C1)C(=O)NC1=C(C(=NN1)C1=CC=NC=C1)C 2-(4-Chlorophenyl)-N-(4-methyl-3-(pyridin-4-yl)-1H-pyrazol-5-yl)cyclopropane-1-carboxamide